C(C)[C@H]1N(C[C@@H](N(C1)C1=CC(N(C=2C=CC(=NC12)C#N)C)=O)C)C(CCC)C1=CC=CC=C1 8-[(2s,5r)-5-ethyl-2-methyl-4-(1-phenylbutyl)piperazin-1-yl]-5-methyl-6-oxo-5,6-dihydro-1,5-naphthyridine-2-carbonitrile